ClC1=CC(=C(C=C1Cl)C(C1CCN(CC1)C([C@@H](CO)O)=O)NC)O (2R)-1-[4-[(4,5-dichloro-2-hydroxyphenyl)(methylamino)methyl]piperidin-1-yl]-2,3-dihydroxypropan-1-one